(2-(2,6-dioxopiperidin-3-yl)-3-oxoisoindolin-5-yl)methyl p-tolylcarbamate C1(=CC=C(C=C1)NC(OCC=1C=C2C(N(CC2=CC1)C1C(NC(CC1)=O)=O)=O)=O)C